C1(CC1)CN1C=2C3=CN=C(C(O[C@@H](C4=CC(=CC=C4C4=NC(=NN4CC2C=N1)C)F)C)=C3)N (19R)-3-(cyclopropylmethyl)-16-fluoro-10,19-dimethyl-20-oxa-3,4,8,9,11,23-hexaazapentacyclo[19.3.1.02,6.08,12.013,18]pentacosa-1(24),2(6),4,9,11,13,15,17,21(25),22-decaen-22-amine